ethyl 2-(2-(8-(2-bromoethoxy)naphthalen-2-yl)thiazol-4-yl)acetate BrCCOC=1C=CC=C2C=CC(=CC12)C=1SC=C(N1)CC(=O)OCC